N,N',N''-tris(3-dimethylaminopropyl)hexahydro-s-triazine CN(CCCN1CN(CN(C1)CCCN(C)C)CCCN(C)C)C